BrCC1=C(C=CC(=C1)OC)N(C(OC(C)(C)C)=O)S(=O)(=O)C tert-butyl N-[2-(bromomethyl)-4-methoxy-phenyl]-N-methylsulfonyl-carbamate